N1(CCCC1)C1=NC=CC(=C1)C1=NOC(=N1)C1CC12CCN(CC2)S(=O)(=O)N 1-{3-[2-(pyrrolidin-1-yl)pyridin-4-yl]-1,2,4-oxadiazol-5-yl}-6-azaspiro[2.5]octane-6-sulfonamide